2,6-difluoro-4-bromophenol lithium [Li].FC1=C(C(=CC(=C1)Br)F)O